N1CC(C1)(CO)CO Azetidine-3,3-diyl-dimethanol